4,4'-Oxydiphthalic Dianhydride C1=CC2=C(C=C1OC3=CC4=C(C=C3)C(=O)OC4=O)C(=O)OC2=O